N-((S)-1-(((R)-1-((R)-6,8-dimethyl-4,9-dioxo-1,3,6,2-dioxazaboronan-2-yl)-3-methylbutyl)amino)-1-oxo-3-phenylpropan-2-yl)pyrazine-2-carboxamide CN1CC(OB(OC([C@@H](C1)C)=O)[C@H](CC(C)C)NC([C@H](CC1=CC=CC=C1)NC(=O)C1=NC=CN=C1)=O)=O